(1R)-2-[4,6-bis(trifluoromethyl)-1,3,5-triazin-2-yl]-6-chloro-1-[(2S)-2-methoxypropyl]-2,3,4,9-tetrahydro-1H-pyrido[3,4-b]indole FC(C1=NC(=NC(=N1)C(F)(F)F)N1[C@@H](C=2NC3=CC=C(C=C3C2CC1)Cl)C[C@H](C)OC)(F)F